O=C1NC(CCC1N1C(C2=CC=C(C=C2C1)C(=O)N[C@@H](C)C1=C(C=CC=C1)F)=O)=O 2-(2,6-dioxopiperidin-3-yl)-N-((S)-1-(2-fluorophenyl)ethyl)-1-oxoisoindoline-5-carboxamide